2-(2-(4-fluorobenzoyl)hydrazine-1-carbonyl)cyclohexane-1-carboxylic acid FC1=CC=C(C(=O)NNC(=O)C2C(CCCC2)C(=O)O)C=C1